methyl 2-bromo-4-(naphthalen-2-yloxy)benzoate BrC1=C(C(=O)OC)C=CC(=C1)OC1=CC2=CC=CC=C2C=C1